2-(((1-(3-chloro-6,7,8,9-tetrahydropyrido[3,2-b]indolizin-7-yl)-2-oxopyrrolidin-3-yl)oxy)methyl)azetidin ClC1=CC=2C=C3CC(CCN3C2N=C1)N1C(C(CC1)OCC1NCC1)=O